Cl\C(=C/[C@@H]1C([C@@H]1C(=O)OCC1=C(C(=C(C(=C1F)F)COC)F)C)(C)C)\C(F)(F)F 4-methoxymethyl-2-methyl-3,5,6-trifluorobenzyl (1R)-cis-3-[(Z)-2-chloro-3,3,3-trifluoro-1-propenyl]-2,2-dimethylcyclopropanecarboxylate